C(C)(=O)C1=NN(C(N1C)=O)C1=CC(=C(C(=O)NC2=C(C=CC=C2)C)C=C1F)O[C@H](C(F)(F)F)C 4-(3-acetyl-4-methyl-5-oxo-4,5-dihydro-1H-1,2,4-triazol-1-yl)-5-fluoro-N-(2-methylphenyl)-2-{[(2S)-1,1,1-trifluoropropan-2-yl]Oxy}benzamide